ClC1=C(C(=O)NCC(N2CCC(CC2)COC=2N=NC(=CC2)C)C2=C(N=CS2)C(F)F)C(=CC=C1)F 2-Chloro-N-{2-[4-(difluoromethyl)-1,3-thiazol-5-yl]-2-(4-{[(6-methylpyridazin-3-yl)oxy]methyl}piperidin-1-yl)ethyl}-6-fluorobenzamid